OC(CC1=NN=C(S1)C=1C(=CC(=NC1)C1=CC=C2N1N=CC(=C2)C#N)NC(C)C)(C)C 7-(5-(5-(2-hydroxy-2-methylpropyl)-1,3,4-thiadiazol-2-yl)-4-(isopropylamino)pyridin-2-yl)pyrrolo[1,2-b]pyridazine-3-carbonitrile